trifluoro-butyl-dimethyl-silicon FC([Si](C)CCCC)(F)F